(R)-4-(4-(1-cyclopropoxy-2-hydroxy-1-phenylethyl)-2-(4-methyl-4-(Prop-2-yn-1-ylamino)-[1,4'-bipiperidin]-1'-yl)quinazolin-6-yl)-6-methyl-1,6-dihydro-7H-pyrrolo[2,3-c]pyridin-7-one C1(CC1)O[C@](CO)(C1=CC=CC=C1)C1=NC(=NC2=CC=C(C=C12)C=1C2=C(C(N(C1)C)=O)NC=C2)N2CCC(CC2)N2CCC(CC2)(NCC#C)C